NCCNCCC[Si](OC)(OC)OC N-(2-Aminoethyl)-3-aminopropyl-trimethoxysilan